CS(=O)(=O)C=C1CNC1 3-(methylsulfonylmethylene)azetidine